C(CCCCCCCCCCC)CCC(=S)[O-] 3-laurylthiopropionat